bis[3-(2,4-dihydroxybenzyl)-2,5-dimethyl-4-hydroxyphenyl]methane OC1=C(CC=2C(=C(C=C(C2O)C)CC2=C(C(=C(C(=C2)C)O)CC2=C(C=C(C=C2)O)O)C)C)C=CC(=C1)O